FC(C=1C=C2C=NC(NC2=CC1)=O)(F)F 6-(trifluoromethyl)-1H-quinazolin-2-one